1-(3-(2-(2-((tert-butyldimethylsilyl)oxy)ethoxy)-6-chloropyridin-4-yl)-4-methylphenyl)-3-((1r,3r)-3-fluoro-3-methylcyclobutyl)urea [Si](C)(C)(C(C)(C)C)OCCOC1=NC(=CC(=C1)C=1C=C(C=CC1C)NC(=O)NC1CC(C1)(C)F)Cl